tert-butyl 4-(6-amino-7-(6-(4-fluorophenoxy) pyridin-3-yl)-8-oxo-7,8-dihydro-9H-purin-9-yl)-[1,4'-bipiperidine]-1'-carboxylate NC1=C2N(C(N(C2=NC=N1)C1CCN(CC1)C1CCN(CC1)C(=O)OC(C)(C)C)=O)C=1C=NC(=CC1)OC1=CC=C(C=C1)F